ClC1=C(C(=CC=C1C)F)CC(=O)NC1=CC(=C(C=C1)N1N=CC(=C1)Cl)S(N)(=O)=O 2-(2-chloro-6-fluoro-3-methylphenyl)-N-[4-(4-Chloro-1H-pyrazol-1-yl)-3-sulfamoylphenyl]acetamide